N1(CCNCC1)CC1CCN(CC1)C1=CC=C(C=C1)NC1C(NC(CC1)=O)=O 3-((4-(4-(piperazin-1-ylmethyl)piperidin-1-yl)phenyl)amino)piperidine-2,6-dione